C(#N)C1=C2C=CN(C2=CC=C1)C1=CC(=CC(=N1)C(=O)N)C1=CC=C(C=C1)OC1=CC=C(C=C1)F 6-(4-cyano-1H-indol-1-yl)-4-(4-(4-fluorophenoxy)phenyl)picolinamide